ClC1=CC2=C(NC(C=CC23OCCO3)=O)C=C1 7-chlorospiro[benzo[b]azepine-5,2'-[1,3]dioxolane]-2(1H)-one